5-(2-chloro-5-(isobutyrylaminomethyl)benzoylamino)-1-(3-methoxypropyl)-N-(3-(trifluoromethoxy)phenyl)-1H-indole-2-carboxamide ClC1=C(C(=O)NC=2C=C3C=C(N(C3=CC2)CCCOC)C(=O)NC2=CC(=CC=C2)OC(F)(F)F)C=C(C=C1)CNC(C(C)C)=O